4-(8,8-Difluoro-6-azaspiro[3.4]octan-6-yl)-2-(2,4-dimethoxypyrimidin-5-yl)pyrazolo[1,5-a]pyrazine FC1(CN(CC12CCC2)C=2C=1N(C=CN2)N=C(C1)C=1C(=NC(=NC1)OC)OC)F